BrC1=C2C=C(N(C(C2=CC(=C1)C)=O)C)Cl 5-bromo-3-chloro-2,7-dimethylisoquinolin-1-one